C1(CC1)S(=O)(=O)NC=1C=CC(=C(C1)C=1C=C([N+](=C(C1)C)[O-])C)OC1=C(C=C(C=C1)F)F 4-(5-(cyclopropylsulfonylamino)-2-(2,4-difluorophenoxy)phenyl)-2,6-lutidine 1-oxide